FC1(CC2(C1)CC(N(CC2)CC2=C1C=CNC1=C(C=C2OC)C)C2=CC=C(C=C2)S(=O)(=O)C)F 2,2-difluoro-7-((5-methoxy-7-methyl-1H-indol-4-yl)methyl)-6-(4-(methylsulfonyl)phenyl)-7-azaspiro[3.5]nonane